[3-(dimethylamino)prop-1-ynyl]Phenol CN(CC#CC1=C(C=CC=C1)O)C